3,6-bis(4-(10H-phenoxazin-10-yl)phenyl)-9H-carbazole C1=CC=CC=2OC3=CC=CC=C3N(C12)C1=CC=C(C=C1)C=1C=CC=2NC3=CC=C(C=C3C2C1)C1=CC=C(C=C1)N1C2=CC=CC=C2OC=2C=CC=CC12